(E)-3-[4-(Dioctylamino)phenyl]-1-(2-hydroxyphenyl)prop-2-en-1-one C(CCCCCCC)N(C1=CC=C(C=C1)/C=C/C(=O)C1=C(C=CC=C1)O)CCCCCCCC